NCCCN(C(CSC[C@H](N)C(=O)O)=O)[C@H](C(C)(C)C)C=1N(C=C(C1)C1=C(C=CC(=C1)F)F)CC1=CC=CC=C1 S-{2-[(3-Aminopropyl){(1R)-1-[1-benzyl-4-(2,5-difluorophenyl)-1H-pyrrol-2-yl]-2,2-dimethylpropyl}amino]-2-oxoethyl}-L-cystein